(5-chloropyridin-2-yl)-2-((S)-3-(1-methyl-6-oxo-1,6-dihydropyridin-3-yl)piperidin-1-yl)propanamide ClC=1C=CC(=NC1)C(C(=O)N)(C)N1C[C@@H](CCC1)C1=CN(C(C=C1)=O)C